3-hydroxyvaleryl-coenzyme A OC(CC(=O)SCCNC(CCNC([C@@H](C(COP(OP(OC[C@@H]1[C@H]([C@H]([C@@H](O1)N1C=NC=2C(N)=NC=NC12)O)OP(=O)(O)O)(=O)O)(=O)O)(C)C)O)=O)=O)CC